O[C@@H]1[C@H](O[C@H]([C@@H]1O)N1C2=NC(=NC(=C2N=C1)NCC1=NC=CC(=C1)C)C=1C=NC=CC1)C(=O)NC (2S,3S,4R,5R)-3,4-dihydroxyl-N-methyl-5-(6-((4-methylpyridin-2-yl)methylamino)-2-(pyridin-3-yl)-9H-purin-9-yl)-tetrahydrofuran-2-formamide